C1(CC1)C[C@@H](C(=O)N[C@H](C(=O)OC)C[C@H]1C(NC(C1)(C)C)=O)NC([C@H](CC1=CC=C(C=C1)F)NC(=O)C1=NC=CN=C1)=O (S)-methyl 2-((S)-3-cyclopropyl-2-((S)-3-(4-fluorophenyl)-2-(pyrazine-2-carboxamido)propanamido)propanamido)-3-((R)-5,5-dimethyl-2-oxopyrrolidin-3-yl)propanoate